5-(5-cyclopropylisoxazol-3-yl)-N-[(2,4-dimethoxyphenyl)methyl]-7-isopropyl-pyrrolo[2,3-d]pyrimidin-4-amine C1(CC1)C1=CC(=NO1)C1=CN(C=2N=CN=C(C21)NCC2=C(C=C(C=C2)OC)OC)C(C)C